FC1=C(C=C(C=C1)NC(=O)C=1C(=C(N2CCCCC12)C(C(=O)NC1(CC1)CO)=O)C)C N-(4-fluoro-3-methylphenyl)-3-(2-((1-(hydroxymethyl)cyclopropyl)amino)-2-oxoacetyl)-2-methyl-5,6,7,8-tetrahydroindolizine-1-carboxamide